(R)-3-(methylamino)azepane-1-carboxylic acid tert-butyl ester C(C)(C)(C)OC(=O)N1C[C@@H](CCCC1)NC